CC1=CC(=NN1)NC=1C2=C(N=C(N1)NC1C3CC4(CC(CC1C4)C3)O)SC=C2 Trans-4-[[4-[(5-methyl-1H-pyrazol-3-yl)amino]thieno[2,3-d]pyrimidin-2-yl]amino]adamantan-1-ol